1,17-heptadecanediol C(CCCCCCCCCCCCCCCCO)O